ClC=1C=C(CN2CCC(CC2)CN)C=CC1 (1-(3-chlorobenzyl)piperidin-4-yl)methylamine